N-(5-(Ethylthio)-1,3,4-thiadiazol-2-yl)-2-((4-oxo-1-phenyl-4,5-dihydro-1H-pyrazolo[3,4-d]pyrimidin-6-yl)thio)-2-phenylacetamid C(C)SC1=NN=C(S1)NC(C(C1=CC=CC=C1)SC=1NC(C2=C(N1)N(N=C2)C2=CC=CC=C2)=O)=O